(R)-1-(5-chloropyrimidin-2-yl)-3-(isoquinolin-4-yl)-2-oxoimidazolidine-4-carbonitrile ClC=1C=NC(=NC1)N1C(N([C@H](C1)C#N)C1=CN=CC2=CC=CC=C12)=O